6-(4-((3-Fluoropyridin-2-yl)carbamoyl)-2-(6-methylpyridin-2-yl)-1H-imidazol-1-yl)imidazo[1,2-a]pyridine-3-carboxamide FC=1C(=NC=CC1)NC(=O)C=1N=C(N(C1)C=1C=CC=2N(C1)C(=CN2)C(=O)N)C2=NC(=CC=C2)C